CC1(C(C(=CC2(CN(C2)C(=O)C2=CC=C(C=C2)C)C1)C#N)=O)C 8,8-dimethyl-2-(4-methylbenzene-1-carbonyl)-7-oxo-2-azaspiro[3.5]non-5-ene-6-carbonitrile